ethyl 3-bromo-1-(3-chloropyridine-2-yl)-4,5-dihydro-1H-pyrazole-5-carboxylate BrC1=NN(C(C1)C(=O)OCC)C1=NC=CC=C1Cl